FC1=C(NCC2=CC=C(C=C2)[N+](=O)[O-])C=C(C(=C1)C)SCC(F)(F)F 2-fluoro-4-methyl-N-(4-nitrobenzyl)-5-((2,2,2-trifluoroethyl)thio)aniline